5-(2-naphthyl)-1,4-di-p-toluenesulfonyl-1H-pyrazole C1=C(C=CC2=CC=CC=C12)C1=C(C=NN1S(=O)(=O)C1=CC=C(C)C=C1)S(=O)(=O)C1=CC=C(C)C=C1